(3S)-1-(2-methyl-3-(2-oxo-4-(o-tolyl)-2H-chromen-7-yl)propanoyl)pyrrolidine-3-carboxylic acid CC(C(=O)N1C[C@H](CC1)C(=O)O)CC1=CC=C2C(=CC(OC2=C1)=O)C1=C(C=CC=C1)C